N1N=CC2=CC=C(C=C12)CC(=O)NC1=CC(=NC=C1)C(=O)NC1(CCC1)C(F)(F)F 4-[[2-(1H-indazol-6-yl)acetyl]amino]-N-[1-(trifluoromethyl)cyclobutyl]pyridine-2-carboxamide